[5-chloro-2-fluoro-3-(4,4,5,5-tetramethyl-1,3,2-dioxaborolan-2-yl)phenyl]-3-fluoroazetidine-1-sulfonamide ClC=1C=C(C(=C(C1)C1N(CC1F)S(=O)(=O)N)F)B1OC(C(O1)(C)C)(C)C